[1,3,6,2]Dioxazaborocane O1BOCCNCC1